3-amino-N-(2-fluoropyridin-4-yl)-6-(1H-imidazol-1-yl)picolinamide NC=1C(=NC(=CC1)N1C=NC=C1)C(=O)NC1=CC(=NC=C1)F